FC=1C=C2C(N=CS2)=C(C1C(N1CCOCC1)C1=NC=CC=C1F)O 6-fluoro-5-((3-fluoropyridin-2-yl)(morpholino)methyl)benzo[d]thiazol-4-ol